C(CCC(=O)[O-])(=O)OCCCCCCCCCCCCCCCCCC.[Na+].[Na+] disodium monostearyl succinate